(Z)-6-fluoro-8-(1-(methoxyimino)ethyl)-1-methyl-4-carbonyl-1,4-dihydroquinoline-2-carboxylic acid FC=1C=C2C(C=C(N(C2=C(C1)\C(\C)=N/OC)C)C(=O)O)=C=O